6-amino-9-benzyl-N-ethyl-N-(2-methoxyethyl)-8-oxo-2-(propylsulfonylimino)purine-7-carboxamide NC1=C2N(C(N(C2=NC(N1)=NS(=O)(=O)CCC)CC1=CC=CC=C1)=O)C(=O)N(CCOC)CC